O1C(COCC1)COC1=NC(N2C(C3=CC=C(C=C3CC2)C#CCCCC)=C1)=O 2-([1,4]Dioxan-2-ylmethoxy)-9-hex-1-ynyl-6,7-dihydro-pyrimido[6,1-a]isoquinolin-4-one